1-(3-bromophenyl)-3-(1-(4-methylbenzyl)-1H-benzo[d]imidazol-2-yl)urea BrC=1C=C(C=CC1)NC(=O)NC1=NC2=C(N1CC1=CC=C(C=C1)C)C=CC=C2